(S)-4-(4-(aminomethyl)piperidin-1-yl)-N1-(2,3-diaminopropyl)-3-(2H-tetrazol-5-yl)benzene-1,2-disulfonamide NCC1CCN(CC1)C=1C(=C(C(=CC1)S(=O)(=O)NC[C@H](CN)N)S(=O)(=O)N)C=1N=NNN1